5-(Aminomethyl)-N-(4-(tert-butyl)phenyl)adamantan-2-amine NCC12CC3C(C(CC(C1)C3)C2)NC2=CC=C(C=C2)C(C)(C)C